C(C)(C)(C)N1CCOCC1 N-tert-butylmorpholin